2-(bromomethyl)-1,3,5-trimethylbenzene BrCC1=C(C=C(C=C1C)C)C